3,4-difluorophenylpropargylamine FC=1C=C(C=CC1F)NCC#C